Diphenylmethanol C1(=CC=CC=C1)C(O)C1=CC=CC=C1